NC1=C(C(=O)NCCCN(C)C)C=CC(=C1)C=1C=C2C=CC=NC2=C(C1)O 2-amino-N-(3-(dimethylamino)propyl)-4-(8-hydroxyquinolin-6-yl)benzamide